2-[3-(5-fluoro-6-methyl-2-pyridyl)-1H-pyrazol-4-yl]-7-[3-(trifluoromethyl)-5,6,7,8-tetrahydroimidazo[1,5-a]pyrazin-1-yl]-1,5-naphthyridine FC=1C=CC(=NC1C)C1=NNC=C1C1=NC2=CC(=CN=C2C=C1)C=1N=C(N2C1CNCC2)C(F)(F)F